ClC1=NC(=CC(=C1)[C@@](C(C1=NN=CN1C)(F)F)(C)F)OCC (R)-2-chloro-6-ethoxy-4-(1,1,2-trifluoro-1-(4-methyl-4H-1,2,4-triazol-3-yl)propan-2-yl)pyridine